1-(2-methoxybenzyl)cyclopropane-1-carboxylic acid COC1=C(CC2(CC2)C(=O)O)C=CC=C1